5-amino-7-(3-cyanophenyl)-N-ethyl-8-(3-methoxypyridin-4-yl)imidazo[1,2-c]pyrimidine-2-carboxamide NC1=NC(=C(C=2N1C=C(N2)C(=O)NCC)C2=C(C=NC=C2)OC)C2=CC(=CC=C2)C#N